F[C@@H](C1(COC1)C=1C=C(C=CC1)N1C(C2=CC(=CC(=C2C1)C(F)(F)F)CN1[C@H](CN(CC1)C)C(C)C)=O)C1=NN=CN1C1=CC=CC=C1 2-(3-(3-((S)-fluoro(4-phenyl-4H-1,2,4-triazol-3-yl)methyl)oxetan-3-yl)-phenyl)-6-(((S)-2-isopropyl-4-methylpiperazin-1-yl)methyl)-4-(trifluoromethyl)isoindolin-1-one